[Si]([O-])([O-])(O)O.[Si](O)(O)(O)O.P(=O)(O)(O)O.[Ca+2] calcium phosphate di-ortho-silicate